N-(7-chloro-6-(1-((3S,4S)-4-hydroxy-3-methyltetrahydrofuran-3-yl)piperidin-4-yl)isoquinolin-3-yl)-3-(pyridin-2-yl)cyclobutane-1-carboxamide ClC1=C(C=C2C=C(N=CC2=C1)NC(=O)C1CC(C1)C1=NC=CC=C1)C1CCN(CC1)[C@]1(COC[C@H]1O)C